trans-4-(2-(cis-3-(trifluoromethoxy)cyclobutoxy)acetamido)cyclohexanecarboxylic acid FC(O[C@H]1C[C@H](C1)OCC(=O)N[C@@H]1CC[C@H](CC1)C(=O)O)(F)F